tert-butyl (1-(6-(3-cyano-2-(methoxymethoxy)phenyl)-3-(3,5-difluorophenyl)quinolin-4-yl)piperidin-4-yl)carbamate C(#N)C=1C(=C(C=CC1)C=1C=C2C(=C(C=NC2=CC1)C1=CC(=CC(=C1)F)F)N1CCC(CC1)NC(OC(C)(C)C)=O)OCOC